Tert-butyl (3S,4S)-3-hydroxy-4-(methoxymethyl)pyrrolidine-1-carboxylate O[C@@H]1CN(C[C@H]1COC)C(=O)OC(C)(C)C